1-methyl-4-((1r,2r)-2-((E)-pent-1-en-1-yl)cyclopropyl)benzene CC1=CC=C(C=C1)[C@H]1[C@H](C1)\C=C\CCC